trans-4-[(7S)-6-(Methoxycarbonyl)-7-methyl-2-[2-(3-methyl-1,2-oxazol-5-yl)ethyl]-3H,6H,7H,8H,9H-imidazo[4,5-f]chinolin-3-yl]cyclohexan COC(=O)N1[C@H](CCC2=C3C(=CC=C12)N(C(=N3)CCC3=CC(=NO3)C)C3CCCCC3)C